methyl 4-cyclopropyl-[2,4'-bithiazole]-5-carboxylate C1(CC1)C=1N=C(SC1C(=O)OC)C=1N=CSC1